4-{(S)-2-(3-Benzyloxylureido)-2-[2-(thien-2-yl)thiazol-4-yl]Ethyl}phenyl-sulfamic acid C(C1=CC=CC=C1)ONC(N[C@@H](CC1=CC=C(C=C1)NS(O)(=O)=O)C=1N=C(SC1)C=1SC=CC1)=O